C=C1C(=NCSC1)C(=O)O 5-methylene-5,6-dihydro-2H-1,3-thiazine-4-carboxylic acid